1-octyl-2-methylpyridinium cyanide [C-]#N.C(CCCCCCC)[N+]1=C(C=CC=C1)C